OC1[C@H](O)[C@@H](O)[C@H](O)[C@H](O1)CO Glucopyranose